N(=[N+]=[N-])CCOCCOC=1C=C2CCC(C2=CC1)=O 5-[2-(2-azidoethoxy)ethoxy]-2,3-dihydro-1H-inden-1-one